C1(CC1)CN(CC(C)(N)C)C1(CC1)C1=CC(=C(C=C1)F)C(F)(F)F N1-(cyclopropylmethyl)-N1-(1-(4-fluoro-3-(trifluoromethyl)phenyl)cyclopropyl)-2-methylpropane-1,2-diamine